1-chloro-4-iodobutane ClCCCCI